methyl 5-fluoro-7-(5-fluoro-2-(((3S,4R)-3-hydroxytetrahydro-2H-pyran-4-yl) amino) pyrimidin-4-yl)-1-isopropyl-4-oxo-1,4-dihydroquinoline-2-carboxylate FC1=C2C(C=C(N(C2=CC(=C1)C1=NC(=NC=C1F)N[C@H]1[C@@H](COCC1)O)C(C)C)C(=O)OC)=O